(S)-2-amino-5-(2-(1-cyclopropylethyl)-7-(methylsulfonylamino)-1-oxoisoindolin-5-yl)-N-(2,6-dimethylpyridin-4-yl)pyrazolo[1,5-a]pyrimidine-3-carboxamide NC1=NN2C(N=C(C=C2)C=2C=C3CN(C(C3=C(C2)NS(=O)(=O)C)=O)[C@@H](C)C2CC2)=C1C(=O)NC1=CC(=NC(=C1)C)C